N-(2-methoxyethyl)-N-methyl-4-phenylbutanamide COCCN(C(CCCC1=CC=CC=C1)=O)C